C(C)OC(=O)C=1C2=C(N(N1)C1=CC=C(C=C1)CN1CCOCC1)C=1C(=CC=CC1S(C2)(=O)=O)OC 9-Methoxy-1-(4-(morpholinomethyl)phenyl)-1,4-dihydrothiochromeno[4,3-c]pyrazole-3-carboxylic acid ethyl ester 5,5-dioxide